N1N=CC(=C1)C1=CC=C(C=C1)NC1=NC(=NC=C1)C1=CC=C2C=C(N(C2=C1)C)C(=O)N1CC(C1)(F)F (6-(4-((4-(1H-pyrazol-4-yl)phenyl)amino)pyrimidin-2-yl)-1-methyl-1H-indol-2-yl)(3,3-difluoroazetidin-1-yl)methanone